C1(CCC1)CN(C(OC(C)(C)C)=O)C1CN(CCC1)C=1SC(=NN1)CN1N=NC(=C1)C1=C2C=NN(C2=CC(=C1)OC)C1OCCCC1 tert-butyl N-(cyclobutylmethyl)-N-[1-[5-[[4-(6-methoxy-1-tetrahydropyran-2-yl-indazol-4-yl)triazol-1-yl]methyl]-1,3,4-thiadiazol-2-yl]-3-piperidyl]carbamate